(R)-3-(4-(Aminomethyl)phenyl)-2-ethyl-6-((4-hydroxy-1-(3-phenylbutanoyl)piperidin-4-yl)methyl)-2H-pyrazolo[4,3-d]pyrimidin-7(6H)-one NCC1=CC=C(C=C1)C=1N(N=C2C1N=CN(C2=O)CC2(CCN(CC2)C(C[C@@H](C)C2=CC=CC=C2)=O)O)CC